(3R)-4-[5-fluoro-2-(1-fluoro-3-methyl-6-{1-[(2S)-3-methyl-1-{[(3S)-1-methylpyrrolidin-3-yl]oxy}butan-2-yl]azetidin-3-yl}imidazo[1,5-a]pyridin-8-yl)benzoyl]-3-methylmorpholine FC=1C=CC(=C(C(=O)N2[C@@H](COCC2)C)C1)C=1C=2N(C=C(C1)C1CN(C1)[C@H](CO[C@@H]1CN(CC1)C)C(C)C)C(=NC2F)C